perfluoroundecylbenzene FC1=C(C(=C(C(=C1F)F)F)F)C(C(C(C(C(C(C(C(C(C(C(F)(F)F)(F)F)(F)F)(F)F)(F)F)(F)F)(F)F)(F)F)(F)F)(F)F)(F)F